FC(S(=O)(=O)OC1=C(C=C(C=C1)OC1=CC=CC=C1)C(C)OS(=O)(=O)C)(F)F 2-(1-((methylsulfonyl) oxy) ethyl)-4-phenoxyphenyl trifluoromethanesulfonate